FC(C=1C=CC=2N(N1)C(=CN2)C2=CC(=NC=N2)N2CC(CC(C2)N2CC(C2)F)CNS(=O)(=O)C)F N-((1-(6-(6-(Difluoromethyl)imidazo[1,2-b]pyridazin-3-yl)pyrimidin-4-yl)-5-(3-fluoroazetidin-1-yl)piperidin-3-yl)methyl)methanesulfonamide